FC(C1CN(CC(N1)C=1C(=C2COC(C2=CC1)=O)C)CC=1C=NN(C1)C1=CC(=C(C=N1)C#N)C)F 6-(4-((3-(difluoromethyl)-5-(4-methyl-1-oxo-1,3-dihydroisobenzofuran-5-yl)piperazin-1-yl)methyl)-1H-pyrazol-1-yl)-4-methylpyridine-3-carbonitrile